ammonium 2-heptadecoxyethoxy-[[rac-(1R)-2-(6-aminopurin-9-yl)-1-methyl-ethoxy]methyl]phosphinate C(CCCCCCCCCCCCCCCC)OCCOP([O-])(=O)CO[C@@H](CN1C2=NC=NC(=C2N=C1)N)C.[NH4+] |r|